6-amino-3-imino-4,5-disulfo-3H-xanthen NC=1C(=C2OC3=C(C(C=CC3=CC2=CC1)=N)S(=O)(=O)O)S(=O)(=O)O